5-(6-methyl-5-(4-methylpiperidin-1-yl)pyridazin-3-yl)pyrimidine-2,4(1H,3H)-dione CC1=C(C=C(N=N1)C=1C(NC(NC1)=O)=O)N1CCC(CC1)C